1-bromomethyl-4-chloromethylbenzene BrCC1=CC=C(C=C1)CCl